3-[1-({3-[(2R,6S)-2,6-Dimethylmorpholin-4-carbonyl]-5,6-dihydrocyclopenta[c]pyrazol-1(4H)yl}acetyl)piperidin-4-yl]-2-methylbenzonitril C[C@@H]1CN(C[C@@H](O1)C)C(=O)C=1C2=C(N(N1)CC(=O)N1CCC(CC1)C=1C(=C(C#N)C=CC1)C)CCC2